4-[[5-(4-chloro-2-fluoro-anilino)-4-methyl-3-pyridinyl]methyl]-N-(methylsulfamoyl)pyrimidin-2-amine ClC1=CC(=C(NC=2C(=C(C=NC2)CC2=NC(=NC=C2)NS(NC)(=O)=O)C)C=C1)F